3,4-dimethyl-6-chloropyridine-3,4-dicarboxylic acid CC1(C=NC(=CC1(C(=O)O)C)Cl)C(=O)O